S1C(=CC=C1B(O)O)C=1SC=CC1 2,2'-BITHIOPHENE-5-BORONIC ACID